4-(aminomethyl)-4-methylpiperidin NCC1(CCNCC1)C